BrC=1C(=CC(=C(OCCCN2C[C@H](CC2)C(=O)O)C1)C=1OC2=C(C=CC=C2C(C1)=O)Cl)OC (3S)-1-[3-[5-bromo-2-(8-chloro-4-oxo-chromen-2-yl)-4-methoxy-phenoxy]propyl]pyrrolidine-3-carboxylic acid